C(C1=CC=CC=C1)N1C=NC=2C(=NNC(C21)=O)Cl 3-benzyl-7-chloro-3,5-dihydro-4H-imidazo[4,5-d]pyridazin-4-one